CC(CC)N1N=C(C(=C1Cl)C=O)CCC 1-(BUTAN-2-YL)-5-CHLORO-3-PROPYL-1H-PYRAZOLE-4-CARBALDEHYDE